NCC(C(=O)O)COC(C)(C)C 3-amino-2-(tert-butoxymethyl)propionic acid